C(C)OC(C(C(C1=CN=CS1)O)N=[N+]=[N-])=O azido-3-hydroxy-3-(thiazol-5-yl)propionic acid ethyl ester